C(CCCCC(C)C)[Si](OC)(OC)OC iso-octyl-trimethoxysilane